(E)-(2-bromo-1,2-diiodovinyl)benzene Br\C(=C(/I)\C1=CC=CC=C1)\I